tetragalloyl-erythritol C(C1=CC(O)=C(O)C(O)=C1)(=O)C([C@H]([C@H](C(O)(C(C1=CC(O)=C(O)C(O)=C1)=O)C(C1=CC(O)=C(O)C(O)=C1)=O)O)O)(O)C(C1=CC(O)=C(O)C(O)=C1)=O